N1(CCC1)C1=CC=CC(=N1)N(C(=O)N)CC=1C=NC=C(C1)N1C=C(C2=C1N=CN=C2NCC2=C(C=C(C=C2)OC)OC)C2=NN(C=C2)C [6-(azetidin-1-yl)pyridin-2-yl]-1-{[5-(4-{[(2,4-dimethoxyphenyl)methyl]amino}-5-(1-methyl-1H-pyrazol-3-yl)-7H-pyrrolo[2,3-d]pyrimidin-7-yl)pyridin-3-yl]methyl}urea